O1C[C@@H](CC1)C=1C(=NC=CC1)C(=O)N [(3S)-tetrahydrofuran-3-yl]pyridine-2-carboxamide